C(CCCCCCCCCCCCCCCCCCCCCCC)(=O)OC([C@@H](N)CO)=O seryl lignocerate